N-(3-(5-(2-chloro-4-methoxyphenyl)-1H-pyrrolo[2,3-b]pyridine-3-carbonyl)-2,4-difluorophenyl)butane-1-sulfonamide ClC1=C(C=CC(=C1)OC)C=1C=C2C(=NC1)NC=C2C(=O)C=2C(=C(C=CC2F)NS(=O)(=O)CCCC)F